5-(5-amino-7-(4-fluorophenyl)tetrazolo[1,5-c]pyrimidin-8-yl)-1-methylpyridin NC1=NC(=C(C=2N1N=NN2)C=2C=CCN(C2)C)C2=CC=C(C=C2)F